tert-butyl 3-(3-((4,4,5,5-tetramethyl-1,3,2-dioxaborolan-2-yl)methyl)benzofuran-5-yl)benzylcarbamate CC1(OB(OC1(C)C)CC1=COC2=C1C=C(C=C2)C=2C=C(CNC(OC(C)(C)C)=O)C=CC2)C